OC1=CC=C(C=C1)C=1C(=C(N(C1)C)C)C(=O)N (4-hydroxyphenyl)-1,2-dimethyl-1H-pyrrole-3-carboxamide